C(C)C=1OC2=C(C1C)C=C(C=C2)S(N(CCC2=CC=CC=C2)C2=C(C=CC=C2)N2C1CNCC2CC1)(=O)=O ethyl-5-(N-(2-(3,8-diazabicyclo[3.2.1]oct-8-yl)phenyl)-N-phenethylsulfamoyl)-3-methylbenzofuran